COC=1C=C(C=CC1OC)C1=NN=C(O1)N=C(SC)SC Dimethyl (5-(3,4-dimethoxyphenyl)-1,3,4-oxadiazol-2-yl)carbonimidodithioate